(2-Benzyl-4-methylphenyl)-3-(4-methylpiperazin-1-yl)propan-2-one C(C1=CC=CC=C1)C1=C(C=CC(=C1)C)CC(CN1CCN(CC1)C)=O